C(C)(C)(C)OC(=O)N1CCC2(CC1)CCC(CC2)CCCC(=O)O 4-(3-(t-butoxycarbonyl)-3-azaspiro[5.5]undecan-9-yl)butanoic acid